di(2-methylhexyl) phthalate C(C=1C(C(=O)OCC(CCCC)C)=CC=CC1)(=O)OCC(CCCC)C